CN(C(C)C1=CC=C(C=C1)[S@](=O)(N)=NC(NC1=C2CCCC2=CC=2CCCC12)=O)C (S)-4-(1-(dimethyl-amino)ethyl)-N'-((1,2,3,5,6,7-hexahydro-s-indacen-4-yl)carbamoyl)-benzenesulfonimidamide